[Na+].C(#N)CC(=O)[O-].[Se+2].C(#N)CC(=O)[O-].C(#N)CC(=O)[O-] Selenium cyanoacetic acid sodium salt